N-[2-[1-[2-[4-[4-[(2,6-dioxo-3-piperidinyl)amino]phenyl]-1-piperidinyl]acetyl]-4-piperidinyl]-6-isopropoxy-indazol-5-yl]-6-(trifluoromethyl)pyridine-2-carboxamide formate C(=O)O.O=C1NC(CCC1NC1=CC=C(C=C1)C1CCN(CC1)CC(=O)N1CCC(CC1)N1N=C2C=C(C(=CC2=C1)NC(=O)C1=NC(=CC=C1)C(F)(F)F)OC(C)C)=O